3Z-octadecenyl-sn-glycero-3-phosphocholine C(=CCCCCCCCCCCCCCCCC)C(OP(OC[C@@H](CO)O)(=O)[O-])C[N+](C)(C)C